N1=CC=C2C1=NC=C(C2)C(=O)O Pyrrolo[2,3-b]Pyridine-5-carboxylic acid